C(C)NC(=O)NC1=CC=C(C=N1)C=1C=NN2C1C=C(C=C2)C(=O)NC 3-[6-(ethylcarbamoylamino)-3-pyridyl]-N-methyl-pyrazolo[1,5-a]pyridine-5-carboxamide